(R)-N-(1-(3-amino-5-(1,1-difluoro-2-methoxyethyl)phenyl)ethyl)-7-methoxy-6-(1-methoxycyclobutyl)-2-methylquinazolin-4-amine NC=1C=C(C=C(C1)C(COC)(F)F)[C@@H](C)NC1=NC(=NC2=CC(=C(C=C12)C1(CCC1)OC)OC)C